OCC1=CC=CC=2N(C(N(C21)C)=O)C2CNCCC2 3-[4-(Hydroxymethyl)-3-methyl-2-oxo-benzimidazol-1-yl]piperidine